N-((3R,4S)-1-(cyclopropylsulfonyl)-3-fluoropiperidin-4-yl)-4-(1H-imidazol-4-yl)-5-(trifluoromethyl)pyrimidin-2-amine C1(CC1)S(=O)(=O)N1C[C@H]([C@H](CC1)NC1=NC=C(C(=N1)C=1N=CNC1)C(F)(F)F)F